FC1(C(C1)C=1C=C(C(=O)NC(C)C2=NC=CN=C2N2N=CC=N2)C=C(C1)C(F)(F)F)F 3-(2,2-difluorocyclopropyl)-N-[1-[3-(triazol-2-yl)pyrazin-2-yl]ethyl]-5-(trifluoromethyl)benzamide